C[C@H]1N(CCC1)C(=O)N[C@H](C(NC1=CC2=C(C=N1)C1(CCOCC1)C(N2)=O)=O)C2CCC(CC2)C (2R)-2-Methyl-N-{(1S)-1-(4-methylcyclohexyl)-2-oxo-2-[(2-oxospiro[1H-pyrrolo[3,2-c]-pyridine-3,4'-oxane]-6-yl)-amino]ethyl}pyrrolidine-1-carboxamide